copper-titanium boron [B].[Ti].[Cu]